C(C)(C)(C)OC(CCCCCCCCCCCCCCCCCCCCC)=O behenic acid tert-butyl ester